CS(=O)(=O)OCC1=C(C=CC(=C1)F)OC[C@@H](C)NC(=O)OC(C)(C)C (R)-2-(2-((t-butoxycarbonyl) amino) propoxy)-5-fluorobenzyl methanesulfonate